COC1=CC=C(C=C1)C(OC[C@]12O[C@H]([C@H](N(C1)C1=NC(=NC=C1)N(C)C)[C@@H]2O)N2C(NC(C(=C2)C)=O)=O)(C2=CC=CC=C2)C2=CC=C(C=C2)OC 1-[(1R,3R,4R,7S)-1-[[bis(4-methoxyphenyl)-phenyl-methoxy]methyl]-5-[2-(dimethylamino)pyrimidin-4-yl]-7-hydroxy-2-oxa-5-azabicyclo[2.2.1]heptan-3-yl]-5-methyl-pyrimidine-2,4-dione